1-butyl-3-propylpyridinium triflate [O-]S(=O)(=O)C(F)(F)F.C(CCC)[N+]1=CC(=CC=C1)CCC